CN(C1=NC=2N(C3=CC=CC=C13)C=NN2)C2=CC(=CC=C2)C(F)(F)F N-methyl-N-(3-(trifluoromethyl)phenyl)-[1,2,4]triazolo[4,3-a]quinazolin-5-amine